C(C(C)C)(=O)C1N(CCNC1)C1=C2C=NNC2=CC=C1S(=O)(=O)N 4-(isobutyrylpiperazin-1-yl)-1H-indazole-5-sulfonamide